CC(C)C1(C(=O)NC(=N1)C2=C(C=CC=N2)C(=O)O)C The molecule is a pyridinemonocarboxylic acid that is nicotinic acid which is substituted at position 2 by a 4,5-dihydro-imidazol-2-yl group, which in turn is substituted at positions 4, 4, and 5 by isopropyl, ethyl, and oxo groups, respectively. It is a member of pyridines, a member of imidazolines, an imidazolone and a pyridinemonocarboxylic acid.